1-hexyl-3-Methylimidazolium chloride [Cl-].C(CCCCC)N1C=[N+](C=C1)C